4-[4-(4-methylpiperazin-1-yl)phenyl]-N-methyl-L-phenylalanine CN1CCN(CC1)C1=CC=C(C=C1)C1=CC=C(C[C@H](NC)C(=O)O)C=C1